2-(2-((5'-(1-aminoisoquinolin-5-yl)-2',3'-dihydrospiro[cyclopentane-1,1'-inden]-3'-yl)methoxy)phenyl)acetic acid NC1=NC=CC2=C(C=CC=C12)C=1C=C2C(CC3(C2=CC1)CCCC3)COC3=C(C=CC=C3)CC(=O)O